FC1=CC2=C(N(C(CO2)=O)CC#C)C=C1N1C(N(C(C1=O)=O)CCC)=S 1-[7-Fluoro-3-oxo-4-(prop-2-yn-1-yl)-3,4-dihydro-2H-1,4-benzoxazin-6-yl]-3-propyl-2-thioxoimidazolidin-4,5-dion